6-(trifluoromethyl)-3,4-dihydro-2H-1-benzopyran-2-carboxamide FC(C=1C=CC2=C(CCC(O2)C(=O)N)C1)(F)F